C(#N)C=1C=C(CC=2C=CC(=NC2)NC(=O)C2=CN(C(C=C2)=O)C)C=CC1 N-(5-(3-cyanobenzyl)pyridin-2-yl)-1-methyl-6-oxo-1,6-dihydropyridine-3-carboxamide